BrC=1C=C(C(=C(OCCCO)C1)N1CC2COCCN2CC1)F 3-(5-bromo-3-fluoro-2-(hexahydropyrazino[2,1-c][1,4]oxazin-8(1H)-yl)phenoxy)propan-1-ol